isopropyl (trans-4-(5-(4-(benzofuran-5-yl)-2-(N-(tert-butyl)sulfamoyl)phenyl)thiazol-2-yl)cyclohexyl)carbamate O1C=CC2=C1C=CC(=C2)C2=CC(=C(C=C2)C2=CN=C(S2)[C@@H]2CC[C@H](CC2)NC(OC(C)C)=O)S(NC(C)(C)C)(=O)=O